C(C)(=O)OC1=C2C(=C3[C@H](CN(C3=C1)C(=O)C13CC(C1)(C3)C(=O)N3C[C@@H](C1=C4C(=C(C=C31)OC(C)=O)SC=C4C)CCl)CCl)C(=CS2)C (8R,8'R)-(bicyclo[1.1.1]pentane-1,3-dicarbonyl)bis(8-(chloromethyl)-1-methyl-7,8-dihydro-6H-thieno[3,2-e]indole-6,4-diyl) Diacetate